6-Fluoro-5-(4-((5-fluoro-2-methyl-3-oxo-3,4-dihydroquinoxalin-6-yl)methyl)piperazin-1-yl)-N-(1-methyl-1H-pyrazol-4-yl)pyridinamide FC1=C(C=CC(=N1)C(=O)NC=1C=NN(C1)C)N1CCN(CC1)CC=1C(=C2NC(C(=NC2=CC1)C)=O)F